tert-butyl (2S,4S)-2-((difluoromethoxy)methyl)-4-((2,2-difluorobenzo[d][1,3]dioxol-5-yl)oxy)pyrrolidine-1-carboxylate FC(OC[C@H]1N(C[C@H](C1)OC1=CC2=C(OC(O2)(F)F)C=C1)C(=O)OC(C)(C)C)F